C1(CCCCC1)C=1C=2CC[C@H]3N(C2N=CC1)CCNC3 (R)-4-(cyclohexyl)-6,6a,7,8,9,10-hexahydro-5H-pyrazino[1,2-a][1,8]naphthyridine